bistetrazole dihydroxyamine salt ONO.N1N=NN=C1.N1N=NN=C1